1-(6-methylpyridin-2-yl)ethylamine CC1=CC=CC(=N1)C(C)N